E-2,3-dichloro-1,1,1,4,4,4-hexafluoro-2-butene Cl\C(\C(F)(F)F)=C(/C(F)(F)F)\Cl